ClC1=NC(=NC=C1CN(C(=O)NC1=CC=C(C=C1)OC(F)F)C1=CC=C(C=C1)OC)SC 1-((4-chloro-2-(methylthio)pyrimidin-5-yl)methyl)-3-(4-(difluoromethoxy)phenyl)-1-(4-methoxyphenyl)urea